tert-butyl (3R)-3-{5-[5-bromo-3-(3-hydroxy-2,2-dimethylpropyl)-1-[2-(oxan-4-yloxy)ethyl]indol-2-yl]-6-[(1S)-1-methoxyethyl] pyridin-3-yl}pyrrolidine-1-carboxylate BrC=1C=C2C(=C(N(C2=CC1)CCOC1CCOCC1)C=1C=C(C=NC1[C@H](C)OC)[C@@H]1CN(CC1)C(=O)OC(C)(C)C)CC(CO)(C)C